ClC=1C=C(C(=O)N(C)C2C(CCCC2)N(CC)CC)C=CC1Cl 3,4-dichloro-N-(2-(diethylamino)cyclohexyl)-N-methylbenzamide